3-[3-fluoro-4-(4-piperidyl)anilino]piperidine FC=1C=C(NC2CNCCC2)C=CC1C1CCNCC1